3-bromo-2-(3-cyanophenyl)imidazo[1,2-b]pyridazine-6-carboxylic acid BrC1=C(N=C2N1N=C(C=C2)C(=O)O)C2=CC(=CC=C2)C#N